2-(2,6-dioxopiperidin-3-yl)-N-((6-methoxynaphthalen-2-yl)methyl)-1-oxoisoindoline-5-carboxamide O=C1NC(CCC1N1C(C2=CC=C(C=C2C1)C(=O)NCC1=CC2=CC=C(C=C2C=C1)OC)=O)=O